CC1=CNC2=NC=C(C=C21)C2=CC(=C1COCC1=C2)[C@H]2N(CCC2)C(=O)[O-] (S)-2-(6-(3-methyl-1H-pyrrolo[2,3-b]pyridin-5-yl)-1,3-dihydroisobenzofuran-4-yl)pyrrolidine-1-carboxylate